C1CN(CCC12CCNCC2)C2=CC=C(C=C2)NC=2C(=NC=C(N2)N2CC(CCC2)N2C(N(CC2)C2COC2)=O)C(=O)N ((4-(3,9-diazaspiro[5.5]undecan-3-yl)phenyl)amino)-5-(3-(3-(oxetan-3-yl)-2-oxoimidazolin-1-yl)piperidin-1-yl)pyrazine-2-carboxamide